S1C=[NH+]C=C1.P(=O)(OC1=C(C=CC=C1)CCCCCCCCC)([O-])[O-].S1C=[NH+]C=C1 nonylphenyl phosphate, thiazolium salt